BrC1=C(C(O)=CC(=C1)[N+](=O)[O-])O 3-bromo-5-nitro-catechol